C1(CCCCCCC1)C(C(NC1=CC=C2C(=C1)NC(C21CCNCC1)=O)=O)NC(=O)C=1N(N=CC1)C N-{1-cyclooctyl-2-oxo-2-[(2-oxospiro[indoline-3,4'-piperidin]-6-yl)amino]ethyl}-2-methylpyrazole-3-carboxamide